The molecule is a 2,3-trans-enoyl CoA(4-) obtained by deprotonation of the phosphate and diphosphate OH groups of trans-2-octacosenoyl-CoA; major species at pH 7.3. It is a conjugate base of a trans-octacos-2-enoyl-CoA. CCCCCCCCCCCCCCCCCCCCCCCCC/C=C/C(=O)SCCNC(=O)CCNC(=O)[C@@H](C(C)(C)COP(=O)([O-])OP(=O)([O-])OC[C@@H]1[C@H]([C@H]([C@@H](O1)N2C=NC3=C(N=CN=C32)N)O)OP(=O)([O-])[O-])O